C(C)(C)(C)OC(=O)N1CCN(CC1)C1=CC=C(C=C1)NC(C1=CC=C(C=C1)C=1CCN(CC1)C(=O)OC(C)(C)C)=O 4-{4-[4-(1-tert-butoxycarbonyl-1,2,3,6-tetrahydro-pyridin-4-yl)-benzoylamino]-phenyl}-piperazine-1-carboxylic acid tert-butyl ester